2-hydroxy-p-phenylenediamine OC1=C(C=CC(=C1)N)N